(8S,9S,10S,13S,14S,17S)-3-oxo-6,7,8,9,10,11,12,13,14,15,16,17-dodecahydro-3H-cyclopenta[a]phenanthren-17-yl acetate C(C)(=O)O[C@H]1CC[C@H]2[C@H]3CCC4=CC(C=C[C@H]4[C@H]3CC[C@H]12)=O